3-(4-chlorophenyl)-N-(2-hydroxy-2-methylpropyl)-6-oxo-6H-1,4'-bipyridazine-5-carboxamide ClC1=CC=C(C=C1)C1=NN(C(C(=C1)C(=O)NCC(C)(C)O)=O)C1=CN=NC=C1